C(C)OCOC1=C(C(=CC(=C1)C(F)(F)F)C)C=1C=CC=2C(N1)=NN(C2)C2CCC(N(C2)C)=O 5-(6-(2-(ethoxymethoxy)-6-methyl-4-(trifluoromethyl)phenyl)-2H-pyrazolo[3,4-b]pyridin-2-yl)-1-methylpiperidin-2-one